(R)-4-{6-[4-(2-(2,4-dimethyl-3-oxopiperazin-1-yl)ethoxy)phenyl]quinolin-2-yl}-6-ethyl-1H-pyrrolo[2,3-c]pyridin-7(6H)-one C[C@H]1N(CCN(C1=O)C)CCOC1=CC=C(C=C1)C=1C=C2C=CC(=NC2=CC1)C=1C2=C(C(N(C1)CC)=O)NC=C2